(2S)-3-(3-aminophenyl)-2-[(3R)-1-tert-butoxycarbonylpyrrolidin-3-yl]propanoic acid NC=1C=C(C=CC1)C[C@H](C(=O)O)[C@@H]1CN(CC1)C(=O)OC(C)(C)C